2-((R)-3-Methyl-4-(oxetan-3-yl)piperazin-1-yl)-N-((1S,2S)-2-methylcyclopropyl)thieno[2,3-d]thiazole-5-carboxamide C[C@@H]1CN(CCN1C1COC1)C=1SC2=C(N1)SC(=C2)C(=O)N[C@@H]2[C@H](C2)C